3,3-difluoro-7-oxo-1-azaspiro[4.4]nonane-2,4-dione FC1(C(NC2(C1=O)CC(CC2)=O)=O)F